FC1=C(C=CC=C1OC)/C(/C(=O)OCC)=C/C ethyl (Z)-2-(2-fluoro-3-methoxyphenyl)-2-butenoate